BrC=1C=C(C=CC1N1CC(NCC1)(C)C)C=1C(=C(C(=O)N)C=CC1)NC1=CC=C(C=C1)Cl (3-bromo-4-(3,3-dimethylpiperazin-1-yl)phenyl)-2-((4-chlorophenyl)amino)benzamide